(S)-5-(2-(2-((5-chloro-2-(1H-tetrazol-1-yl)phenyl)amino)-2-oxoacetylamino)-3-phenylpropionamido)-1H-indole-2-carboxylic acid ethyl ester C(C)OC(=O)C=1NC2=CC=C(C=C2C1)NC([C@H](CC1=CC=CC=C1)NC(C(=O)NC1=C(C=CC(=C1)Cl)N1N=NN=C1)=O)=O